4,4-bis{(triphenylen-2-yl)-phenylamino}-1,1':3',1''-terphenyl C1=C(C=CC=2C3=CC=CC=C3C3=CC=CC=C3C12)N(C1(CC=C(C=C1)C1=CC(=CC=C1)C1=CC=CC=C1)N(C1=CC=CC=C1)C1=CC=2C3=CC=CC=C3C3=CC=CC=C3C2C=C1)C1=CC=CC=C1